ClC1=CC=C(C=C1)C=1C=C(C(N(N1)C1=CC(=CC=C1)F)=O)C(=O)OC methyl 6-(4-chlorophenyl)-2-(3-fluorophenyl)-3-oxo-2,3-dihydropyridazine-4-carboxylate